BrC1=C(C2=C(N(C=N2)COCC[Si](C)(C)C)C(=C1)F)OC 5-bromo-7-fluoro-4-methoxy-1-[[2-(trimethylsilyl)ethoxy]methyl]-1,3-benzodiazole